(R)-[(R)-5,5-dimethyl-2-pyrrolidinyl](o-chlorophenyl)methanol CC1(CC[C@@H](N1)[C@H](O)C1=C(C=CC=C1)Cl)C